3-((3-(2-aminoethyl)phenyl)amino)-6-ethyl-5-(isopropyl(methyl)amino)pyrazine-2-carboxamide NCCC=1C=C(C=CC1)NC=1C(=NC(=C(N1)N(C)C(C)C)CC)C(=O)N